FC(S(=O)(=O)N(S(=O)(=O)C(F)(F)F)C[SiH](Cl)Cl)(F)F [bis(trifluoromethanesulfonyl)amino]methyl-dichlorosilane